N-(3-Cyano-5-(3-fluorobenzyl)-4,5,6,7-tetrahydrothieno[3,2-c]pyridin-2-yl)-2-(1,1-dioxido-2,3-dihydrobenzo[b]thiophen-5-yl)acetamid C(#N)C1=C(SC2=C1CN(CC2)CC2=CC(=CC=C2)F)NC(CC2=CC1=C(S(CC1)(=O)=O)C=C2)=O